ClC=1N=C2N(N=CC=C2)C1I chloro-3-iodoimidazo[1,2-b]pyridazine